C(C=C)(=O)N1CC(CCC1)CNC1=C2C(=NC=C1C(=O)N)NC(=C2)C 4-(((1-Acryloylpiperidin-3-yl)methyl)amino)-2-methyl-1H-pyrrolo[2,3-b]pyridine-5-carboxamide